(R)-(4-(cyclopropylmethyl)morpholine) C1(CC1)CN1CCOCC1